S(=O)([O-])OS(=O)[O-].[Fe+2] iron disulfite